CN(C(=O)NC1COCC1)C1=CC=2OC(C(=CC2S1)C(=O)O)=O 2-(1-methyl-3-(tetrahydrofuran-3-yl)ureido)-5-oxo-5H-thieno[3,2-b]pyran-6-carboxylic acid